OC(C[N+](C)(C)C)CC=O 2-hydroxy-N,N,N-trimethyl-4-oxobutan-1-aminium